CN(C(=O)C1=CC2=C(NOO2)C=C1)C N,N-dimethyl-2-oxa-2,3-dihydrobenzo[d]oxazole-6-carboxamide